(3S,4R)-N-(3-fluoro-2-methoxy-phenyl)-1-methyl-4-[2-methyl-5-(trifluoromethyl)pyrazol-3-yl]-2-oxo-pyrrolidine-3-carboxamide FC=1C(=C(C=CC1)NC(=O)[C@H]1C(N(C[C@@H]1C=1N(N=C(C1)C(F)(F)F)C)C)=O)OC